[Pd+2].C(C)(C)(C)P([C-]1C=CC=C1)C(C)(C)C.[C-]1(C=CC=C1)P(C(C)(C)C)C(C)(C)C.[Fe+2] [1,1'-bis(di-t-butylphosphino)ferrocene] palladium (II)